C12(CC3CC(CC(C1)C3)C2)CN2N=C(C=C2C)C=2C(=NC(=CC2)N2C3=C(CCCC2)C(=C(N=N3)NC=3SC2=C(N3)C=CC=C2)C)C(=O)O 3-{1-[(adamantan-1-yl)methyl]-5-methyl-1H-pyrazol-yl}-6-{3-[(1,3-benzothiazol-2-yl)amino]-4-methyl-5H,6H,7H,8H,9H-pyridazino[3,4-b]azepin-9-yl}pyridine-2-carboxylic acid